(8-(5-bromo-4-(4-cyano-3-fluorophenyl)thiophen-2-carbonyl)-8-azabicyclo[3.2.1]octane-3-yl)carbamate BrC1=C(C=C(S1)C(=O)N1C2CC(CC1CC2)NC([O-])=O)C2=CC(=C(C=C2)C#N)F